(rac)-6-{[3-(2,3-dichloro-6-fluorophenyl)-1-(prop-2-enoyl)pyrrolidin-3-yl]amino}-8-fluoro-3-(2-hydroxyethyl)quinazolin-4-one ClC1=C(C(=CC=C1Cl)F)[C@]1(CN(CC1)C(C=C)=O)NC=1C=C2C(N(C=NC2=C(C1)F)CCO)=O |r|